2-butoxy-8-oxo-8,9-dihydro-7H-purin C(CCC)OC1=NC=C2NC(NC2=N1)=O